methacrylamidooxyethyl-dimethyl-ethyl-ammonium C(C(=C)C)(=O)NCC[N+](CC)(C)C